2-[[(1R,3S)-3-imidazo[1,2-a]pyridin-3-ylcyclohexyl]amino]-4-(2-oxaspiro[3.3]heptan-6-ylamino)pyrimidine-5-carbonitrile N=1C=C(N2C1C=CC=C2)[C@@H]2C[C@@H](CCC2)NC2=NC=C(C(=N2)NC2CC1(COC1)C2)C#N